FC(C(=O)O)(F)F.C1=C(C=CC2=CC=CC=C12)C(=O)O naphthalene-2-carboxylic acid trifluoroacetate